BrC1=NC=C(C2=C1C1(OCCO1)CC2Br)OC=2C=C(C#N)C=C(C2)F 3-((1,5-dibromo-5,6-dihydrospiro[cyclopenta[c]pyridine-7,2'-[1,3]dioxolane]-4-yl)oxy)-5-fluorobenzonitrile